C(C1=CC=CC=C1)(=O)N1S(=O)(=O)C2=CC=CC=C2C1=O Benzoyl-saccharin